C(C)(C)(C)C=1C=NC=CC1OCC(=O)O 2-[(3-tert-butylpyridin-4-yl)oxy]acetic acid